2-amino-5-(4-chloro-3-(4-cyanophenyl)-1H-pyrrolo[2,3-b]pyridin-5-yl)-N,N-dimethylbenzamide NC1=C(C(=O)N(C)C)C=C(C=C1)C=1C(=C2C(=NC1)NC=C2C2=CC=C(C=C2)C#N)Cl